C1=CC=CC=2C3=CC=CC=C3C(C12)COC(=O)N[C@H](C(=O)O)CC=1N=C(SC1)NC(=O)OC(C)(C)C (S)-2-((((9H-fluoren-9-yl)methoxy)carbonyl)amino)-3-(2-((tert-butoxycarbonyl)amino)thiazol-4-yl)propanoic acid